5-(4-(4-(methylsulfonyl)piperazin-1-yl)-6-morpholino-1,3,5-triazin-2-yl)benzo[d]oxazole CS(=O)(=O)N1CCN(CC1)C1=NC(=NC(=N1)N1CCOCC1)C=1C=CC2=C(N=CO2)C1